COC1=CC=CC=2C(C3=C(C=CC=C3C(C12)=O)OC)=O 1,5-dimethoxyanthraquinone